tert-butyl 4-((3R)-11-(5-chloro-2,4-difluorophenyl)-3-methoxy-6-oxo-10-(trifluoromethyl)-3,4-dihydro-2H,6H-[1,4]thiazepino[2,3,4-ij]quinazolin-8-yl)piperazine-1-carboxylate ClC=1C(=CC(=C(C1)C1=C(C=C2C(=NC(N3C2=C1SC[C@@H](C3)OC)=O)N3CCN(CC3)C(=O)OC(C)(C)C)C(F)(F)F)F)F